3-(2-(4-Fluorobenzyl)imidazo[2,1-b]thiazol-6-yl)-2H-chromen-2-one FC1=CC=C(CC2=CN3C(S2)=NC(=C3)C=3C(OC2=CC=CC=C2C3)=O)C=C1